BrC1=CC=C(S1)C(=O)NC1CC(CCC1)N1C(=NC2=C1C=CC(=C2)C(=O)N)C2=CC=NC=C2 1-(3-(5-bromothiophene-2-carboxamido)cyclohexyl)-2-(pyridin-4-yl)-1H-benzo[d]Imidazole-5-Formamide